C(C)(CC)C(C)(CC)O sec-butyl-(secondary-butyl) alcohol